3-[(5-chloro-1H-indol-2-yl)methyl]-1-[1-(1-hydroxycyclopentanecarbonyl)piperidin-3-yl]-1-methylurea ClC=1C=C2C=C(NC2=CC1)CNC(N(C)C1CN(CCC1)C(=O)C1(CCCC1)O)=O